ClC1=CC=C(C=C1)C(CC#N)=O 3-(4-Chlorophenyl)-3-oxopropanenitrile